2-fluoro-5-iodo-4-methylbenzoic acid FC1=C(C(=O)O)C=C(C(=C1)C)I